NC=1C=C(N)C=C(C1OCCOC)C 3-amino-4-(2-methoxyethoxy)-5-methylaniline